4-{4-[(methylsulfamoyl)methyl]piperidin-2-yl}benzoic acid methyl ester COC(C1=CC=C(C=C1)C1NCCC(C1)CS(NC)(=O)=O)=O